ClC1=C(\C=N\O[C@H](C(=O)OCC)C)C=C(C(=C1)F)N1C(N(C(N(C1=O)C)=S)C)=O ethyl (2S)-2-({(E)-[2-chloro-5-(3,5-dimethyl-2,6-dioxo-4-sulfanylidene-1,3,5-triazinan-1-yl)-4-fluorobenzylidene]amino}oxy)propanoate